C(C1=CC=CC=C1)/C(/C(=O)[O-])=C/C(=O)[O-].C(C1=CC=CC=C1)/C(/C(=O)[O-])=C/C(=O)[O-].C(CCC)[Sn+4]CCCC dibutyltin di(benzylmaleate)